C(C)[C@H](CC[C@@H](C)[C@H]1CC[C@H]2[C@@H]3CC=C4C[C@H](CC[C@@]4([C@H]3CC[C@]12C)C)O)C(C)C (3S,8S,9S,10R,13R,14S,17R)-17-((1R,4R)-4-ethyl-1,5-dimethyl-hexyl)-10,13-dimethyl-2,3,4,7,8,9,10,11,12,13,14,15,16,17-tetradecahydro-1H-cyclopenta[a]phenanthren-3-ol